methyl 2-[4-[1-(2,6-dibenzyloxy-3-pyridyl)-3-methyl-2-oxo-benzimidazol-5-yl]oxy-3-methyl-phenyl]acetate C(C1=CC=CC=C1)OC1=NC(=CC=C1N1C(N(C2=C1C=CC(=C2)OC2=C(C=C(C=C2)CC(=O)OC)C)C)=O)OCC2=CC=CC=C2